C(#N)[Fe-3](C#N)(C#N)(C#N)(C#N)C#N.[Ca+2].C(#N)[Fe-3](C#N)(C#N)(C#N)(C#N)C#N.[Ca+2].[Ca+2] calcium hexacyanoiron (III)